N-(2-ethoxy-4-(1-phenylcyclopentane-1-carboxamido)phenyl)-3-chlorobenzamide C(C)OC1=C(C=CC(=C1)NC(=O)C1(CCCC1)C1=CC=CC=C1)NC(C1=CC(=CC=C1)Cl)=O